FC1=C(C=CC=C1)[C@H](C)OC1=C(NC(=C1)C=1NC(=CN1)C)C(=O)NC (S)-3-(1-(2-fluorophenyl)ethoxy)-N-methyl-5-(5-methyl-1H-imidazol-2-yl)-1H-pyrrole-2-carboxamide